C(C)OC(CCC(=O)C=1SC2=C(C1)C(=C(C(=C2)OC)OCCCOC=2C(=C1CNCC1=CC2OC)Cl)F)=O Ethyl-4-[5-[3-(4-chloro-6-methoxy-isoindolin-5-yl) oxypropoxy]-4-fluoro-6-methoxy-benzothiophen-2-yl]-4-oxo-butanoate